trans-2-butene-1,4-dicarboxylic acid anhydride C1\C=C\CC(=O)OC1=O